1-{3-[(1H-imidazol-1-yl)methyl]-4-phenoxyphenyl}-3-(4-methoxyphenyl)-1,3,5-triazine-2,4,6-trione N1(C=NC=C1)CC=1C=C(C=CC1OC1=CC=CC=C1)N1C(N(C(NC1=O)=O)C1=CC=C(C=C1)OC)=O